Benzpyrrole N1C=CC2=C1C=CC=C2